4-((3-(4-propenoylpiperazin-1-yl)pyrazin-2-yl)amino)benzonitrile C(C=C)(=O)N1CCN(CC1)C=1C(=NC=CN1)NC1=CC=C(C#N)C=C1